1-octyl-2,3-dimethylimidazolium tetrafluoroborate F[B-](F)(F)F.C(CCCCCCC)N1C(=[N+](C=C1)C)C